1-(benzo[b]thiophen-5-yl)-2-(methylamino)propan-1-one hydrochloride Cl.S1C2=C(C=C1)C=C(C=C2)C(C(C)NC)=O